N[C@H](C)C=1C=C(C=C2C(C=C(OC12)N1CCSCC1)=O)C 8-[(1R)-1-aminoethyl]-6-methyl-2-thiomorpholino-chromen-4-one